C1(CC1)C=1C(=C2C=CNC2=C(C1)C)CN1[C@H](CC2(CC(C2)(F)F)CC1)C1=CC=C(C=C1)C1(COC1)O |r| racemic-3-(4-(7-((5-cyclopropyl-7-methyl-1H-indol-4-yl)methyl)-2,2-difluoro-7-azaspiro[3.5]nonan-6-yl)phenyl)oxetan-3-ol